FC1=CC2=C(N(C(CCC2)=O)C)C=C1C(=O)N 7-fluoro-1-methyl-2-oxo-2,3,4,5-tetrahydro-1H-benzo[b]azepine-8-carboxamide